N1(CCC1)C=1N=C(C(=NC1)C(C)O)C 1-(5-(Azetidin-1-yl)-3-methylpyrazin-2-yl)ethan-1-ol